2-[4-(4-aminophenoxy)phenyl]-2-[4-(4-aminophenoxy)-3,5-dimethylphenyl]propane methyl-(E)-5-(chloro(hydroxyimino)methyl)-2-methoxybenzoate COC(C1=C(C=CC(=C1)\C(=N/O)\Cl)OC)=O.NC1=CC=C(OC2=CC=C(C=C2)C(C)(C)C2=CC(=C(C(=C2)C)OC2=CC=C(C=C2)N)C)C=C1